(R)-N-(4-(chlorodifluoromethoxy)phenyl)-5-((2-cyano-4-methylpyridin-3-yl)Amino)-6-(3-hydroxypyrrolidin-1-yl)nicotinamide ClC(OC1=CC=C(C=C1)NC(C1=CN=C(C(=C1)NC=1C(=NC=CC1C)C#N)N1C[C@@H](CC1)O)=O)(F)F